R-phosphine oxide [PH3]=O